tert-Butyl 6-[[3-(difluoromethyl)-5-methyl-pyrazol-1-yl]methyl]-2-azaspiro[3.3]heptane-2-carboxylate FC(C1=NN(C(=C1)C)CC1CC2(CN(C2)C(=O)OC(C)(C)C)C1)F